(R)-5-bromo-2-(1-(tert-butoxycarbonyl)pyrrolidin-3-yl)-2H-indazole-3-carboxylic acid methyl ester COC(=O)C=1N(N=C2C=CC(=CC12)Br)[C@H]1CN(CC1)C(=O)OC(C)(C)C